(2S,3S,4R,5R)-2-(4-(N-benzoylbenzamido)pyrazolo[1,5-a][1,3,5]triazin-8-yl)-5-((benzoyloxy)methyl)tetrahydrofuran C(C1=CC=CC=C1)(=O)N(C(C1=CC=CC=C1)=O)C1=NC=NC=2N1N=CC2[C@H]2O[C@H](CC2)COC(C2=CC=CC=C2)=O